O1C(=NC2=C1C=CC=C2)C2=C(C(N(C(=N2)C2=NC1=C(N2C2CCC2)C=C(C=C1)C=1N=NNN1)C)=O)O 6-(1,3-benzoxazol-2-yl)-2-[1-cyclobutyl-6-(2H-1,2,3,4-tetrazol-5-yl)-1H-1,3-benzodiazol-2-yl]-5-hydroxy-3-methyl-3,4-dihydropyrimidin-4-one